4-methyl-N-(quinolin-8-yl)piperazine-1-sulfonamide CN1CCN(CC1)S(=O)(=O)NC=1C=CC=C2C=CC=NC12